(R)-4-iodo-5,6,7,8-tetrahydroisoquinolin-8-amine IC1=CN=CC=2[C@@H](CCCC12)N